9-(4-[18F]Fluoro-3-[hydroxymethyl]butyl)guanine [18F]CC(CCN1C=2N=C(NC(C2N=C1)=O)N)CO